CN1C=C(C[C@H](N)C(=O)O)C2=CC=CC=C12 L-1-Methyl-Tryptophan